Cl.COC1=C(C=CC=C1)NC(=N)NC(=N)N 2-Methoxyphenyl-biguanide hydrochloride